C(C)(=O)C1=C(OC(=C1)S(N)(=O)=O)CN1CCN(CC1)C(=O)OC(C)(C)C tert-butyl 4-((3-acetyl-5-sulfamoylfuran-2-yl)methyl)piperazine-1-carboxylate